3-ethoxy-2,3-propanediol C(C)OC(C(C)O)O